4-((1-Methyl-1H-pyrazolo[3,4-d]pyrimidin-4-yl)oxymethyl)benzenesulfonamide t-Butyl-(2S,4R)-4-hydroxy-2-methylpyrrolidine-1-carboxylate C(C)(C)(C)OC(=O)N1[C@H](C[C@H](C1)O)C.CN1N=CC=2C1=NC=NC2OCC2=CC=C(C=C2)S(=O)(=O)N